4-[7-(1-methyl-3-piperidyl)-1,8-naphthyridin-2-yl]benzonitrile CN1CC(CCC1)C1=CC=C2C=CC(=NC2=N1)C1=CC=C(C#N)C=C1